tert-butyl (3S)-3-(carbamoylmethoxy)pyrrolidine-1-carboxylate C(N)(=O)CO[C@@H]1CN(CC1)C(=O)OC(C)(C)C